C(C1=CC=CC=C1)OCC1CN(CCO1)CC1=CC=CC=C1 2-(benzyloxymethyl)-4-benzylmorpholine